N-[(3-fluorophenyl)-methyl]-4-methyl-2-[(E)-prop-1-enyl]-7-(trifluoromethyl)-quinoline-3-carboxylic acid amide FC=1C=C(C=CC1)CNC(=O)C=1C(=NC2=CC(=CC=C2C1C)C(F)(F)F)\C=C\C